6,7-dimethoxy-2-(1-methyl-1H-indazol-3-yl)-4-(piperidine-1-carbonyl)isoquinolin-1(2H)-one COC=1C=C2C(=CN(C(C2=CC1OC)=O)C1=NN(C2=CC=CC=C12)C)C(=O)N1CCCCC1